1-(6Z,9Z,12Z,15Z-octadecatetraenoyl)-2-(8Z,11Z,14Z-eicosatrienoyl)-glycero-3-phosphocholine CCCCC/C=C\C/C=C\C/C=C\CCCCCCC(=O)O[C@H](COC(=O)CCCC/C=C\C/C=C\C/C=C\C/C=C\CC)COP(=O)([O-])OCC[N+](C)(C)C